BrC1=C(C=CC=C1)NC1=NC(=NC=C1C(=O)N)NC1=C(C=C2CCN(CC2=C1)C1CC(C1)CO)OC 4-((2-bromophenyl)amino)-2-((2-(3-(hydroxymethyl)cyclobutyl)-6-methoxy-1,2,3,4-tetrahydroisoquinolin-7-yl)amino)pyrimidine-5-carboxamide